6-(3-(((1R,2S,3S,5R)-2-fluoro-1,5-dimethyl-8-azabicyclo[3.2.1]oct-6-en-3-yl)oxy)-1,2,4-triazin-6-yl)isoquinolin-7-ol F[C@H]1[C@]2(C=C[C@@](C[C@@H]1OC=1N=NC(=CN1)C=1C=C3C=CN=CC3=CC1O)(N2)C)C